C(C)(C)(C)C1=CC2=C(C3=CC=CC=C3C(=C2C=C1)C1=CC2=CC=CC=C2C=C1)C1=CC2=CC=CC=C2C=C1 2-tertiary butyl-9,10-di(2-naphthyl)anthracene